CC(CC(C)C)=NNC(C1=NC=CC=C1O)=O N'-(1,3-Dimethylbutylidene)3-Hydroxypicolinic Acid Hydrazide